3-[(4-fluorophenoxy)methyl]-4-methyl-2-[5-methyl-2-(1,3-thiazol-2-yl)benzoyl]-2-azabicyclo[3.1.1]heptane FC1=CC=C(OCC2N(C3CC(C2C)C3)C(C3=C(C=CC(=C3)C)C=3SC=CN3)=O)C=C1